4-(5-((2-chloro-6-methoxyphenyl)amino)-1H-pyrazolo[3,4-b]pyridin-1-yl)-N-methylthiophene-2-carboxamide ClC1=C(C(=CC=C1)OC)NC=1C=C2C(=NC1)N(N=C2)C=2C=C(SC2)C(=O)NC